F[C@@H]1[C@H](CN(CC1)C(=O)OC(C)(C)C)NC(C1=C(C=C(C(=C1)[N+](=O)[O-])N[C@@H]1[C@H](C1)C)F)=O tert-butyl (3S,4S)-4-fluoro-3-(2-fluoro-4-(((1S,2S)-2-methylcyclopropyl)amino)-5-nitrobenzamido)piperidine-1-carboxylate